BrCC(=O)N1CC2=CC=C(C=C2C1)C 2-bromo-1-(5-methylisoindolin-2-yl)ethan-1-one